N1N=CC=C1C1=C(C=CC=C1)C#N 2-(1H-pyrazol-5-yl)benzene-1-carbonitrile